N-((1-(7-methyl-7H-pyrrolo[2,3-d]pyrimidin-4-yl)piperidin-4-yl)methyl)sulfamide CN1C=CC2=C1N=CN=C2N2CCC(CC2)CNS(=O)(=O)N